6-benzyl-1,3,8-trimethyl-2,4,7-trioxo-1,2,3,4,7,8-hexahydropyrido[2,3-d]pyrimidine-5-yl p-toluenesulfonate CC1=CC=C(C=C1)S(=O)(=O)OC1=C(C(N(C=2N(C(N(C(C21)=O)C)=O)C)C)=O)CC2=CC=CC=C2